O=C1NC(CCC1N1C(C2=CC(=C(C=C2C1=O)F)F)=O)=O 2-(2,6-dioxopiperidine-3-yl)-5,6-difluoro-2,3-dihydro-1H-isoindole-1,3-dione